C=C[C@@H]([C@H]([C@@H]([C@@H](CO)O)O)O)O carbaglucose